ClC1=CC=C(C(=N1)C(=O)N)N[C@H](C)C=1C=C(C=C2C(C(=C(OC12)C=1C=NN(C1)C(F)F)C)=O)C 6-Chloro-3-[[(1R)-1-[2-[1-(difluoromethyl)pyrazol-4-yl]-3,6-dimethyl-4-oxo-chromen-8-yl]ethyl]amino]pyridine-2-carboxamide